1H-pyrazol-5-yl-benzonitrile N1N=CC=C1C1=C(C#N)C=CC=C1